6,7-difluoro-9H-pyrimido[4,5-b]indol-4-amine FC=1C=C2C3=C(NC2=CC1F)N=CN=C3N